C(C)(C)(C)OC(=O)N[C@H]1[C@H](CCCC1)N (1R,2S)-N-tert-butoxycarbonyl-1,2-cyclohexanediamine